N1(CCNCC1)C1=C(C(=O)OC)C=CC(=C1)OCCC methyl 2-(piperazin-1-yl)-4-propoxybenzoate